2-(1H-Imidazol-5-yl)-N-((2-(4-isopropoxyphenyl)pyrimidin-5-yl)methyl)-6-(trifluoromethyl)pyridin-4-amine N1C=NC=C1C1=NC(=CC(=C1)NCC=1C=NC(=NC1)C1=CC=C(C=C1)OC(C)C)C(F)(F)F